FC1=C(CC=2NC(=NN2)C(=O)OCC)C=CC=C1 Ethyl 5-(2-fluorobenzyl)-4H-1,2,4-triazol-3-carboxylate